2-amino-1-[4-[4-(8-methyl-7-quinolyl)phenoxy]-1-piperidyl]ethanone 2HCl Cl.Cl.NCC(=O)N1CCC(CC1)OC1=CC=C(C=C1)C1=CC=C2C=CC=NC2=C1C